ClC(CC(=O)O)C 3-chlorobutanoic acid